[Br-].C(CC)[NH2+]CCC N-propylpropan-1-aminium bromide